C(C)(C)N1C=NC(=C1)C(=O)N1C[C@H]2C([C@H]2C1)C1=NO[C@]2(C[C@@H]12)C (1-isopropyl-1H-imidazol-4-yl){(1R,5S,6r)-6-[(1S,5S)-1-methyl-2-oxa-3-azabicyclo[3.1.0]hex-3-en-4-yl]-3-azabicyclo[3.1.0]hex-3-yl}methanone